1-{4-amino-3-[(2,3',5'-trifluoro[biphenyl]-3-yl)methyl]-2-azabicyclo[3.1.1]heptan-2-yl}-2-methyl-1-oxopropan-2-yl acetate C(C)(=O)OC(C(=O)N1C2CC(C(C1CC=1C(=C(C=CC1)C1=CC(=CC(=C1)F)F)F)N)C2)(C)C